CN1C(=NN=C1)C1CCN(CC1)CC=1C=C(NC2=CC=CC=C2)C=CC1 3-((4-(4-methyl-4H-1,2,4-triazol-3-yl)piperidin-1-yl)methyl)-N-phenylaniline